4,5-dimethyl-2-(2-hydroxy-4-methylphenyl)imidazole CC=1N=C(NC1C)C1=C(C=C(C=C1)C)O